FC(C(C(F)(F)F)(OC)F)(F)F 1,1,1,2,3,3,3-heptafluoro-2-methoxy-propane